2-(4-(6-((4-cyano-2-fluorobenzyl)oxy)pyridin-2-yl)-2-methoxybenzyl)-1-(2-methoxyethyl)-1H-benzo[d]Imidazole-6-carboxylic acid methyl ester COC(=O)C=1C=CC2=C(N(C(=N2)CC2=C(C=C(C=C2)C2=NC(=CC=C2)OCC2=C(C=C(C=C2)C#N)F)OC)CCOC)C1